COC(C1=CC=C(C=C1)C1=NC=C(C=C1)CNC(=O)C=1C=NN(C1)C1=NC=C(C(=N1)O)C#N)=O Methyl-4-(5-((1-(5-cyano-4-hydroxypyrimidin-2-yl)-1H-pyrazole-4-carboxamido)-methyl)-pyridin-2-yl)-benzoate